C(CCCCC)C(C(=O)OCC(C(COC(CCCCCN(C)C)=O)OC(C(CCCCCC)CCCCCC)=O)COC(CCCCCCC)=O)CCCCCC ((6-(Dimethylamino)hexanoyl)oxy)methyl-2-((octanoyloxy)methyl)propane-1,3-diyl bis(2-hexyloctanoate)